1-Naphthonitrile Oxide C1(=CC=CC2=CC=CC=C12)C#[N+][O-]